C(C)(C)(C)OC(=O)NCCCCC(C(=O)NN)NC(OC(C)(C)C)=O tert-Butyl N-[5-(tert-butoxycarbonylamino)-1-(hydrazinecarbonyl)pentyl]carbamate